2-(((1-(2-Hydroxyethyl)azetidin-3-yl)(methyl)carbamoyl)oxy)-3-(((9Z,12Z)-octadeca-9,12-dienoyl)oxy)propyl (9Z,12Z,15Z)-octadeca-9,12,15-trienoate C(CCCCCCC\C=C/C\C=C/C\C=C/CC)(=O)OCC(COC(CCCCCCC\C=C/C\C=C/CCCCC)=O)OC(N(C)C1CN(C1)CCO)=O